(E)-3-(3-(4-Methoxyphenyl)acryloyl)-4-methyl-1,5-naphthyridin-2(1H)-one COC1=CC=C(C=C1)/C=C/C(=O)C=1C(NC2=CC=CN=C2C1C)=O